C1=CC(=CC=C1COC(=O)CCCC(=O)NCC(=O)O)[N+](=O)[O-] The molecule is a glycine derivative whose structure comprises a glycine core carrying an N-[5-(p-nitrobenzyloxy)-5-oxopentanoyl] substituent. It is a glycine derivative, a C-nitro compound and a carboxylic ester.